(R)-1-((4-(N,N-diethylsulfamoyl)phenyl)sulfonyl)-N-(oxetan-3-yl)piperidine-3-carboxamide C(C)N(S(=O)(=O)C1=CC=C(C=C1)S(=O)(=O)N1C[C@@H](CCC1)C(=O)NC1COC1)CC